C(C1=CC=CC=C1)C=1N=C(N(C1)C=1C=CC=2N(C1)C(=CN2)C(=O)N)C2=NC(=CC=C2)C 6-(4-benzyl-2-(6-methylpyridin-2-yl)-1H-imidazol-1-yl)imidazo[1,2-a]pyridine-3-carboxamide